8-(1-acetylazetidin-3-yl)oxy-4-[(2R)-3-(3,4-dihydro-1H-isoquinolin-2-yl)-2-hydroxy-propyl]-2,3-dihydro-1,4-benzoxazepin C(C)(=O)N1CC(C1)OC1=CC2=C(CN(CCO2)C[C@@H](CN2CC3=CC=CC=C3CC2)O)C=C1